(3S)-3-((2S)-2-amino-4-(3,3-difluoroazetidin-1-yl)-3-hydroxy-4-oxobutyl)piperidin-2-one trifluoroacetic acid salt FC(C(=O)O)(F)F.N[C@@H](C[C@H]1C(NCCC1)=O)C(C(=O)N1CC(C1)(F)F)O